(5-(2-(methylamino)ethyl)hexahydropyrrolo[3,4-c]pyrrol-2(1H)-yl)methanon CNCCN1CC2C(C1)CN(C2)C=O